FC(CN1C(=NC=2C1=NC(=CC2)C=2C=CN1N=C(N=C(C12)NC)N[C@@H]1[C@H](CN(CC1)C1COC1)F)C)F 5-(3-(2,2-Difluoroethyl)-2-methyl-3H-imidazo[4,5-b]pyridin-5-yl)-N2-((3S,4S)-3-fluoro-1-(oxetan-3-yl)piperidin-4-yl)-N4-methylpyrrolo[2,1-f][1,2,4]triazine-2,4-diamine